5-fluoro-2-phenyl-8H-dibenzo[3,4:6,7]cyclohepta[1,2-b]thiophen-8-ol FC=1C=CC2=C(C3=C(SC(=C3)C3=CC=CC=C3)C3=C(C2O)C=CC=C3)C1